1-{3-methoxy-4-{2-[4-(2,3-dichlorophenyl)piperazin-1-yl]ethoxy}benzyl}-3-(4-ethoxybenzyl)urea COC=1C=C(CNC(=O)NCC2=CC=C(C=C2)OCC)C=CC1OCCN1CCN(CC1)C1=C(C(=CC=C1)Cl)Cl